2-methylpropan-2-yl 3-[6-(5-{[(4-fluorophenyl)amino]methyl}-1,3,4-oxadiazol-2-yl)-1,2-diazin-3-yl]tetrahydropyrrole-1-carboxylate FC1=CC=C(C=C1)NCC1=NN=C(O1)C1=CC=C(N=N1)C1CN(CC1)C(=O)OC(C)(C)C